NC(CCNC=1C=CC(=NC1)N1N=C(C(=C1)C1=CN=C(N1C)C(=O)NC1=CC(=C(C=C1)C(=O)N1CCN(CC1)C(=O)C1CCNCC1)Cl)C(F)(F)F)=O 5-[1-[5-[(3-amino-3-oxopropyl)amino]-2-pyridyl]-3-(trifluoromethyl)pyrazol-4-yl]-N-[3-chloro-4-[4-(piperidine-4-carbonyl)piperazine-1-carbonyl]phenyl]-1-methyl-imidazole-2-carboxamide